C(=O)(OCC(CCCC)CC)OOC(=O)OCC(CCCC)CC Di-(2-ethylhexyl) peroxydicarbonat